C(C=C)(=O)OC(C=C)=O propenoic acid anhydride